(R)-5-(2-ethylpiperazin-1-yl)-N-(8-fluoro-2-methylimidazo[1,2-a]pyridin-6-yl)pyrazine-2-carboxamide C(C)[C@H]1N(CCNC1)C=1N=CC(=NC1)C(=O)NC=1C=C(C=2N(C1)C=C(N2)C)F